(3-((hydroxyimino)methyl)-1-(1-(cis-4-isopropylcyclohexyl)piperidin-4-yl)-1H-indol-2-yl)methyl sulfamate S(N)(OCC=1N(C2=CC=CC=C2C1C=NO)C1CCN(CC1)[C@@H]1CC[C@@H](CC1)C(C)C)(=O)=O